O1C(SCCC1)C1OCCCS1 1,3-oxathianyl-(1,3-oxathiane)